4-(3,4-dimethoxyphenyl)-3,4-dihydro-1H-chromen COC=1C=C(C=CC1OC)C1CCOC2=CC=CC=C12